C1(CCCCC1)[C@@H]1[C@@H](C2=CC=C(C=C2CC1)OC)C1=C(C=C(C=C1F)N1CCC(CC1)C(OC)OC)F 1-(4-((1S,2R)-2-cyclohexyl-6-methoxy-1,2,3,4-tetrahydronaphthalen-1-yl)-3,5-difluorophenyl)-4-(dimethoxymethyl)piperidine